C(C)(=O)C(C(=O)OC)C\C=C(/CC\C=C(\CCC=C(C)C)/C)\CO methyl (4E,8E)-2-acetyl-5-(hydroxymethyl)-9,13-dimethyl-tetradeca-4,8,12-trienoate